6-acetamido-3-(N-(1-(fluoromethyl)cyclopropyl)sulfamoyl)naphthalen-1-yl acetate C(C)(=O)OC1=CC(=CC2=CC(=CC=C12)NC(C)=O)S(NC1(CC1)CF)(=O)=O